C(C)(C)N1CCN(CC1)C1=CC=C(C=C1)C1=CC2=C(C(=N1)C)C=C(N2C)C2=CC=C(C=C2)S(=O)(=O)C 6-(4-(4-isopropylpiperazin-1-yl)phenyl)-1,4-dimethyl-2-(4-(methylsulfonyl)phenyl)-1H-pyrrolo[3,2-c]pyridine